3-fluorobenzamid FC=1C=C(C(=O)N)C=CC1